2-(3,3-bis(tert-butoxycarbonyl)-7-(trifluoromethyl)-1,2,3,4-tetrahydronaphthalen-1-yl)acetic acid C(C)(C)(C)OC(=O)C1(CC(C2=CC(=CC=C2C1)C(F)(F)F)CC(=O)O)C(=O)OC(C)(C)C